C(C)C=1C=NN2C1N=C(C=C2NCC=2C=NC(=CC2)OCCCOCCCCOC2CCNCC2)N2[C@@H](CCCC2)CCO 2-[(2S)-1-[3-ethyl-7-[[6-[3-[4-(4-piperidyloxy)butoxy]propoxy]-3-pyridyl]methylamino]pyrazolo[1,5-a]pyrimidin-5-yl]-2-piperidyl]ethanol